S=C1NC(C2=C(N1)OCCC2)=O 2-thioxo-1,2,3,5,6,7-hexahydro-4H-pyrano[2,3-d]pyrimidin-4-one